C(C)(C)(C)[C@@]1(COCC2=C1NC(C1=C2C=C(S1)C=1C(=NNC1)F)=O)O (R)-4-(tert-butyl)-8-(3-fluoro-1H-pyrazol-4-yl)-4-hydroxy-1,3,4,5-tetrahydro-6H-pyrano[4,3-b]thieno[3,2-d]pyridin-6-one